Methyl (2S,4S)-1-(4-(benzyloxy)-5-methoxy-2-nitrobenzoyl)-4-hydroxy-piperidine-2-carboxylate C(C1=CC=CC=C1)OC1=CC(=C(C(=O)N2[C@@H](C[C@H](CC2)O)C(=O)OC)C=C1OC)[N+](=O)[O-]